N-(3-(2-(bicyclo[1.1.1]pentan-1-yl)-5-(2-((2,2-dioxido-2-thiaspiro[3.3]heptan-6-yl)amino)pyrimidin-4-yl)thiazol-4-yl)-2-fluorophenyl)-2-fluoro-6-methoxybenzenesulfonamide C12(CC(C1)C2)C=2SC(=C(N2)C=2C(=C(C=CC2)NS(=O)(=O)C2=C(C=CC=C2OC)F)F)C2=NC(=NC=C2)NC2CC1(CS(C1)(=O)=O)C2